ClC1=C2C(=NC=C1OC=1C=NN3C1C=NC=C3)N=C(N2C)NC=2C(N(C=C(C2)C(F)(F)F)CCCN2CC(CC2)(F)F)=O 3-((7-chloro-1-methyl-6-(pyrazolo[1,5-a]pyrazin-3-yloxy)-1H-imidazo[4,5-b]pyridin-2-yl)amino)-1-(3-(3,3-difluoropyrrolidin-1-yl)propyl)-5-(trifluoromethyl)pyridin-2(1H)-one